diethyl-(2-methoxyethyl)methylphosphonium C(C)[P+](C)(CCOC)CC